C(C)(C)NCC1=NC=CC=C1 isopropyl(pyridin-2-ylmethyl)amine